CN(N=[N-])C di-methyl-triazenide